dimethylhydroxyethylaminopropane CC(CC)(NCCO)C